BrC=1C(=C(C=C(C1)F)NN)F (3-bromo-2,5-difluorophenyl)hydrazine